O=C(CN1N=C(C=C1)NC=1SC(=CN1)C(=O)O)N1CCCC1 2-[[1-(2-oxo-2-pyrrolidin-1-yl-ethyl)pyrazol-3-yl]amino]thiazole-5-carboxylic acid